(S)-2-(((2R,3R,4S,5R)-5-(6-amino-2-chloro-9H-purin-9-yl)-4-fluoro-3-hydroxy-tetrahydrofuran-2-yl)methoxy)-3-ethoxy-3-oxo-2-(4-(trifluoromethoxy)-benzyl)propionic acid NC1=C2N=CN(C2=NC(=N1)Cl)[C@H]1[C@H]([C@@H]([C@H](O1)CO[C@@](C(=O)O)(C(=O)OCC)CC1=CC=C(C=C1)OC(F)(F)F)O)F